C(#N)CC1N(CC=2C1=NC(=CC2)C=O)C(=O)OC(C)(C)C tert-butyl 7-(cyanomethyl)-2-formyl-5,7-dihydro-6H-pyrrolo[3,4-b]pyridine-6-carboxylate